3-Methyl-6-((2-methyl-4-((5-nitrothiophen-2-yl)methoxy)phenyl)amino)-1-(tetrahydro-2H-pyran-4-yl)-1,3-dihydro-2H-imidazo[4,5-c]pyridin-2-one CN1C(N(C2=C1C=NC(=C2)NC2=C(C=C(C=C2)OCC=2SC(=CC2)[N+](=O)[O-])C)C2CCOCC2)=O